4-(methylsulfanyl)quinazoline CSC1=NC=NC2=CC=CC=C12